N-[(6-Amino-2-pyridyl)sulfonyl]-5-bromo-2-[(2S,5R)-2,5-dimethylpyrrolidin-1-yl]-6-(6-isopropoxy-3-pyridyl)pyridin-3-carboxamid NC1=CC=CC(=N1)S(=O)(=O)NC(=O)C=1C(=NC(=C(C1)Br)C=1C=NC(=CC1)OC(C)C)N1[C@H](CC[C@H]1C)C